2-(4-((4-fluorobenzyl)oxy)-2-(7-hydroxy-1-methyl-1H-pyrrolo[2,3-c]pyridine-3-carbonyl)phenyl)-N-methylethane-1-sulfonamide FC1=CC=C(COC2=CC(=C(C=C2)CCS(=O)(=O)NC)C(=O)C2=CN(C3=C(N=CC=C32)O)C)C=C1